FC1=CC2=C(N(C(=N2)NC=2OC3=C(N2)C=C(C=C3)CN(CCC)C)C)C=C1 N-(5-fluoro-1-methyl-1H-benzo[d]imidazol-2-yl)-5-((methyl(propyl)amino)methyl)benzo[d]oxazol-2-amine